[methyl-(sulfamoyl)amino]methane CN(S(N)(=O)=O)C